C(CCC(=O)O)(=O)N[C@@H](CO)C(=O)O succinyl-L-serine